OC1=C(C=CC=C1)C(\C=C\C1=CC2=CC=CC=C2C=C1)=O (E)-1-(2-Hydroxyphenyl)-3-naphthalen-2-ylprop-2-en-1-one